C(C)(C)(C)OC(=O)NCC1=CC=C(C=C1)NC(=O)[C@H]1N2C(N([C@H](C=C1C)C2)O[C@@H](C(=O)OCC)F)=O (2R)-ethyl 2-(((2S,5R)-2-((4-(((tert-butoxycarbonyl)amino)methyl)phenyl)-carbamoyl)-3-methyl-7-oxo-1,6-diazabicyclo[3.2.1]oct-3-en-6-yl)oxy)-2-fluoroacetate